FC=1C(=C(C=CC1F)[C@@H]1[C@H](O[C@@]([C@@H]1C)(C(F)(F)F)C)C(=O)NC1=CC(=NC=C1)S(=O)C)OC |o1:8,9,11,12| rel-(2S,3R,4R,5S)-3-(3,4-difluoro-2-methoxyphenyl)-4,5-dimethyl-N-(2-(methylsulfinyl)pyridin-4-yl)-5-(trifluoromethyl)tetrahydrofuran-2-carboxamide